ClC1=CC=C(C(=N1)CN(C)C)C1(CCOCC1)OC 1-(6-chloro-3-(4-methoxytetrahydro-2H-pyran-4-yl)pyridin-2-yl)-N,N-dimethylmethanamine